2,5-difluorobenzoyl chloride FC1=C(C(=O)Cl)C=C(C=C1)F